ClC=1N(N=C2C(=NC=CC21)NCC2=C(C=C(C=C2)OC)OC)CC2=NC=CC=C2F chloro-N-(2,4-dimethoxybenzyl)-2-((3-fluoropyridin-2-yl)methyl)-2H-pyrazolo[3,4-c]pyridin-7-amine